(R)-2-(5-Cyclopropyl-2-fluoro-8-oxothieno[2',3':4,5]pyrrolo[1,2-d][1,2,4]triazin-7(8H)-yl)-N-(piperidin-3-yl)acetamide C1(CC1)C1=NN(C(C=2N1C1=C(C2)SC(=C1)F)=O)CC(=O)N[C@H]1CNCCC1